5-chloro-1-(2-chloro-5-methoxyphenyl)-1,4-dihydro-4-oxo-3-pyridazinecarboxylic acid ethyl ester C(C)OC(=O)C1=NN(C=C(C1=O)Cl)C1=C(C=CC(=C1)OC)Cl